ClC1=CC=C(C=C1)C=1SC=2C(N(CCC2N1)C(=O)OC(C)(C)C)=O tert-butyl 2-(4-chlorophenyl)-4-oxo-6,7-dihydrothiazolo[5,4-c]pyridine-5(4H)-carboxylate